N-[(3s,6r)-6-(6-chloro-1,3-benzooxazol-2-yl)piperidin-3-yl]-2-(4-chloro-3-fluorophenoxy)acetamide ClC1=CC2=C(N=C(O2)[C@H]2CC[C@@H](CN2)NC(COC2=CC(=C(C=C2)Cl)F)=O)C=C1